1-(6-(6-(Difluoromethyl)imidazo[1,2-b]pyridazin-3-yl)pyrimidin-4-yl)-6-(methylsulfonyl)octahydro-1H-pyrido[3,4-b][1,4]oxazine FC(C=1C=CC=2N(N1)C(=CN2)C2=CC(=NC=N2)N2C1C(OCC2)CN(CC1)S(=O)(=O)C)F